NC1=NC=C2N(C(N(C2=N1)[C@@H]1O[C@@H](C[C@H]1O)CO)=O)CC1=CC=C(C=C1)OC 2-Amino-9-((2R,3R,5S)-3-hydroxy-5-(hydroxymethyl)tetrahydrofuran-2-yl)-7-(4-methoxybenzyl)-7,9-dihydro-8H-purin-8-on